(R)-(3-(4-fluorophenethyl)-1-(2-(6-methylpyridin-3-yl)propan-2-yl)pyrrolidin-3-yl)methanol FC1=CC=C(CC[C@@]2(CN(CC2)C(C)(C)C=2C=NC(=CC2)C)CO)C=C1